C(C)(C)N1CC(N(C2(CN(C2)C=O)C1=O)CC1=CC=C(C=C1)C(F)(F)F)=O 8-isopropyl-6,9-dioxo-5-(4-(trifluoromethyl)benzyl)-2,5,8-triazaspiro[3.5]-nonane-2-carbaldehyde